1,1'-(3,6-dioxaoctane-1,8-diyl)bis{4-[(E)-4-(diethylamino)styryl]-3-methylpyridin-1-ium} diiodide [I-].[I-].C(COCCOCC[N+]1=CC(=C(C=C1)\C=C\C1=CC=C(C=C1)N(CC)CC)C)[N+]1=CC(=C(C=C1)\C=C\C1=CC=C(C=C1)N(CC)CC)C